2-cyano-3-(4-cyanophenyl)acrylic acid C(#N)C(C(=O)O)=CC1=CC=C(C=C1)C#N